(S)-(4-(((2-amino-4,5,6,7-tetrahydrobenzo[d]thiazol-6-yl)(propyl)amino)methyl)piperidin-1-yl)(thiazol-5-yl)methanone hydrochloride Cl.NC=1SC2=C(N1)CC[C@@H](C2)N(CCC)CC2CCN(CC2)C(=O)C2=CN=CS2